ClC=1C(=NC=CC1)C1=NNC(=C1)C(=O)NC1=C(C=C(C=C1C(=O)NC)NC=O)C 3-(3-chloro-2-pyridyl)-N-[4-(formamido)-2-methyl-6-[(methylamino)carbonyl]phenyl]-1H-pyrazole-5-carboxamide